C(CCCCCCCCCCCCCCCCCCCCCCCCCCCCC)(=O)OCCCCCCCCCCCCCCCCCCCCCCCC lignoceryl melissate